hexyl monoglycidyl ether C(C1CO1)OCCCCCC